NC1=C(C(=C(C=C1)C1=CC=CC=C1)N)C(=O)O diaminobiphenyl-3-carboxylic acid